C(C)OC=1C=C(C=CC1)B(O)O (3-ethoxyphenyl)boronic acid